Cysteineylglycine N[C@@H](CS)C(=O)NCC(=O)O